NC1=C2C(=C3C(=N1)C=CS3)N(C(=N2)CCCC)CC2=CC=C(CN[C@H](CO)[C@H](CC)C)C=C2 (2S,3S)-2-((4-((4-amino-2-butyl-1H-imidazo[4,5-d]thieno[3,2-b]pyridin-1-yl)methyl)benzyl)amino)-3-methylpentan-1-ol